(1R,2R)-N-(1-cyano-4-(6-((R)-1-hydroxybutyl)-4-methylpyridin-3-yl)imidazo[1,2-a][1,6]naphthyridin-8-yl)-2-fluorocyclopropane-1-carboxamide C(#N)C1=CN=C2N1C1=CC(=NC=C1C=C2C=2C=NC(=CC2C)[C@@H](CCC)O)NC(=O)[C@@H]2[C@@H](C2)F